3-((1-benzyl-1,2,3,6-tetrahydropyridin-4-yl)methoxy)-4-bromophthalic acid dimethyl ester COC(C=1C(C(=O)OC)=C(C(=CC1)Br)OCC=1CCN(CC1)CC1=CC=CC=C1)=O